N1CCC12CN(C2)C=2C=CC=1N=CN=C(C1N2)NC=2C(=NC=C(C2)C#C)F 6-(1,6-diazaspiro[3.3]heptan-6-yl)-N-(5-ethynyl-2-fluoro-3-pyridyl)pyrido[3,2-d]pyrimidin-4-amine